The molecule is a member of the class of chalcones that is trans-chalcone substituted by hydroxy groups at positions 4, 2' and 4', a methoxy group at position 6' and a 2-hydroxy-3-methylbut-3-en-1-yl group at position 3'. It has been isolated as a racemate from Humulus lupulus and has been shown to exhibit inhibitory activity against NO production. It has a role as a metabolite and an EC 1.14.13.39 (nitric oxide synthase) inhibitor. It is a member of chalcones, a polyphenol, an aromatic ether and a secondary alcohol. CC(=C)C(CC1=C(C(=C(C=C1O)OC)C(=O)/C=C/C2=CC=C(C=C2)O)O)O